2,2-dimethyl-4-phenylpiperidine hydrochloride Cl.CC1(NCCC(C1)C1=CC=CC=C1)C